C1=CC=CC=C1.[Ru+2] ruthenium(II) benzene